C(CC)N(CCC)P(N(CCC)CCC)N(CCC)CCC trisdipropylaminophosphine